3-methyl-4-heptanone CC(CC)C(CCC)=O